NC1=NC=2C=NC(=CC2C2=C1COC2)C(=O)N(CC2=CC=C(C=C2)C(F)(F)F)CC 4-amino-N-ethyl-N-(4-(trifluoromethyl)benzyl)-1,3-dihydrofuro[3,4-c][1,7]naphthyridine-8-carboxamide